7-oxabicyclo[2.2.1]-5-heptene C12CCC(C=C1)O2